tert-butyl 4-(5-(2-bromoacetyl)thiophen-2-yl)-4-hydroxypiperidine-1-carboxylate BrCC(=O)C1=CC=C(S1)C1(CCN(CC1)C(=O)OC(C)(C)C)O